BrC1=C(C=C(C#N)C=C1)OC 4-bromo-3-methoxybenzonitrile